C(CCCCC)(=O)OC=CCCCC Hexenyl Caproate